COC1=NC=CC(=C1)C1CNCCO1 2-(2-methoxypyridin-4-yl)morpholine